9-(tetrahydro-2H-pyran-3-yl)-7,9-dihydro-8H-purin-8-on O1CC(CCC1)N1C2=NC=NC=C2NC1=O